6-((5-chloro-3-(2,2,2-trifluoroethoxy)pyridin-2-yl)oxy)-7-fluoro-[1,2,4]triazolo[1,5-a]pyridine-2-carboxylic acid ClC=1C=C(C(=NC1)OC=1C(=CC=2N(C1)N=C(N2)C(=O)O)F)OCC(F)(F)F